1-N'-(4-fluorophenyl)-1-N-[4-[7-(1-methyl-2-oxopyridin-4-yl)quinolin-4-yl]Oxyphenyl]Cyclopropane-1,1-dicarboxamide hydrochloride Cl.FC1=CC=C(C=C1)NC(=O)C1(CC1)C(=O)NC1=CC=C(C=C1)OC1=CC=NC2=CC(=CC=C12)C1=CC(N(C=C1)C)=O